(2S,4R)-4-azido-2-((5-methyl-1H-pyrazol-1-yl)methyl)pyrrolidine-1-carboxylic acid tert-butyl ester C(C)(C)(C)OC(=O)N1[C@@H](C[C@H](C1)N=[N+]=[N-])CN1N=CC=C1C